(S)-2'-chloro-6'-(5-chloro-6-fluoro-1H-1,3-benzodiazol-2-yl)-4-[(1-cycloheptylbutyl)carbamoyl]-[1,1'-biphenyl]-2-carboxylic acid ClC1=C(C(=CC=C1)C1=NC2=C(N1)C=C(C(=C2)Cl)F)C=2C(=CC(=CC2)C(N[C@@H](CCC)C2CCCCCC2)=O)C(=O)O